2-(tert-butyl)-N-(2-methyl-4-(2-((tetrahydro-2H-pyran-4-yl)amino)pyrimidin-4-yl)benzyl)thiazole-5-carboxamide C(C)(C)(C)C=1SC(=CN1)C(=O)NCC1=C(C=C(C=C1)C1=NC(=NC=C1)NC1CCOCC1)C